OC1=C(C=CC=C1)C(\C=C\C1=CC(=CC=C1)I)=O (E)-1-(2-Hydroxyphenyl)-3-(3-iodophenyl)prop-2-en-1-one